FC(C1=NN=C(O1)C1=CC=C(CN2C(N(C=3C2=NC=CC3)C3CCN(CC3)C)=O)C=C1)F 3-(4-(5-(difluoromethyl)-1,3,4-oxadiazole-2-yl)benzyl)-1-(1-methylpiperidine-4-yl)-1,3-dihydro-2H-imidazo[4,5-b]pyridine-2-one